tert-butyl 4-({3-chloro-7H-pyrrolo[2,3-c]pyridazin-7-yl}methyl)-3,3-difluoropiperidine-1-carboxylate ClC1=CC2=C(N=N1)N(C=C2)CC2C(CN(CC2)C(=O)OC(C)(C)C)(F)F